(3-fluoroquinolin-5-yl)acetamide FC=1C=NC2=CC=CC(=C2C1)CC(=O)N